(2Z)-2-[(7-amino-1-oxo-4-{3-phenylpyrazolo[1,5-a]pyridin-5-yl}-2,3-dihydro-1H-isoindol-2-yl)methyl]but-2-enenitrile NC=1C=CC(=C2CN(C(C12)=O)C/C(/C#N)=C/C)C1=CC=2N(C=C1)N=CC2C2=CC=CC=C2